6-Chloro-2-{4-[4-(2-methoxyethyl)piperazin-1-yl]phenyl}-N-[1-(thiophen-2-ylmethyl)piperidin-4-yl]-3H-imidazo[4,5-b]pyridin-7-amine ClC=1C(=C2C(=NC1)NC(=N2)C2=CC=C(C=C2)N2CCN(CC2)CCOC)NC2CCN(CC2)CC=2SC=CC2